2-(((1,3-dimethylpyrrolidine-3-carbonyl)oxy)methyl)propane-1,3-diylbis(4,4-bis(octyloxy)butanoate) CN1CC(CC1)(C(=O)OCC(CC(C(=O)[O-])CC(OCCCCCCCC)OCCCCCCCC)CC(C(=O)[O-])CC(OCCCCCCCC)OCCCCCCCC)C